C1(=CC=CC=C1)C(C#C)C1=CC=CC=C1 1,1-diphenyl-2-propyn